NC=1SC2=C(C=NC(=C2)N(C(=O)NC2=CC=C(C=C2)OC(F)(F)F)CCN2CCOCC2)N1 (2-Aminothiazolo[4,5-c]pyridin-6-yl)-1-[2-(4-morpholinyl)ethyl]-3-(4-trifluoromethoxyphenyl)urea